ClC1=C(C(=O)C=2C(=NN(C2O)C)C)C=CC(=C1COCCOC)S(=O)(=O)C 4-(2-chloro-3-methoxyethoxymethyl-4-methylsulfonyl-benzoyl)-1,3-dimethyl-5-hydroxypyrazole